N-ethyl-2-[(3-ethynyl-8-methyl-6-quinolinyl)oxy]butyramide C(C)NC(C(CC)OC=1C=C2C=C(C=NC2=C(C1)C)C#C)=O